BrC1=CC=C(C(=N1)C(=O)N[C@@H](C(C1CC1)C1CC1)C=1OC2=C(N1)C=C(C=C2)CN2C(N[C@@H](C2)C(F)(F)F)=O)C 6-Bromo-N-((S)-2,2-dicyclopropyl-1-(5-(((S)-2-oxo-4-(trifluoromethyl)-imidazolidin-1-yl)methyl)benzo[d]oxazol-2-yl)ethyl)-3-methylpicolinamide